C(C)(C)N1CCN(CC1)CC=1C=CC(=NC1)N 5-((4-isopropylpiperazin-1-yl)methyl)pyridin-2-amine